COC=1C=C(C=CC1OC)C1=NC2=C(N1C(C)C)C=C(C=C2)C2CCN(CC2)C2CCN(CC2)CC(C)C 2-(3,4-dimethoxyphenyl)-6-(1'-isobutyl-[1,4'-bipiperidin]-4-yl)-1-isopropyl-1H-benzo[d]imidazole